(R)-3-((tert-butoxycarbonyl)amino)-3H-spiro[benzofuran-2,4'-piperidine]-1'-Carboxylic acid tert-butyl ester C(C)(C)(C)OC(=O)N1CCC2(CC1)OC1=C([C@H]2NC(=O)OC(C)(C)C)C=CC=C1